C(=C)C1CN(CCN1)CN (3-vinylpiperazin-1-yl)methanamine